1,1-diethyl-propylhydroperoxide C(C)C(CC)(CC)OO